C(C)(C)(C)C=1C(=C(C=2C(C(C=3C=CC=C4C(C(C1C2C43)=O)=O)=O)=O)C(C)(C)C)C di-tert-butyl-2-methyl-pyrene-4,5,9,10-tetraone